N(N)C(=O)C=1C=C(C=C(C1)C)C1=NC=CC(=C1)CNC(OC(C)(C)C)=O tert-butyl ((2-(3-(hydrazinecarbonyl)-5-methylphenyl) pyridin-4-yl)methyl)carbamate